BrC1=CC=C(C=C1)C=1C=CC=2C(C3=CC=CC=C3C2C1)(C)C 3-(4-bromophenyl)-9,9-dimethyl-9H-fluorene